1-(4-((4-(3-((2-((1S)-1-((tetrahydro-2H-pyran-2-yl)oxy)ethyl)-1H-imidazol-1-yl)methyl)isoxazol-5-yl)phenyl)ethynyl)Benzyl)piperidine-4-carboxylic acid methyl ester COC(=O)C1CCN(CC1)CC1=CC=C(C=C1)C#CC1=CC=C(C=C1)C1=CC(=NO1)CN1C(=NC=C1)[C@H](C)OC1OCCCC1